N-((1r,4R)-4-((8-cyanoquinolin-5-yl)oxy)cyclohexyl)-6-((1R,5S,6R)-6-(hydroxymethyl)-3-azabicyclo[3.1.0]hexane-3-yl)pyridazine-3-carboxamide C(#N)C=1C=CC(=C2C=CC=NC12)OC1CCC(CC1)NC(=O)C=1N=NC(=CC1)N1C[C@H]2C([C@H]2C1)CO